2-(1-(4-bromophenyl)-3-(4-fluorophenyl)-1H-pyrazol-4-yl)-5-methyloxazolidin-4-one BrC1=CC=C(C=C1)N1N=C(C(=C1)C1OC(C(N1)=O)C)C1=CC=C(C=C1)F